CC(=O)N[C@@H]1[C@H](C[C@@](O[C@H]1[C@@H]([C@@H](CO)O)O)(C(=O)O)O[C@H]2[C@H]([C@H](O[C@H]([C@@H]2O)O[C@@H]3[C@H](O[C@H]([C@@H]([C@H]3O)NC(=O)C)OC[C@@H]4[C@H]([C@@H]([C@@H]([C@H](O4)OC[C@@H]5[C@H]([C@@H]([C@@H]([C@@H](O5)O[C@@H]6[C@H](O[C@H]([C@@H]([C@H]6O)NC(=O)C)O[C@@H]7[C@H](O[C@H]([C@@H]([C@H]7O)NC(=O)C)O)CO)CO)O)O[C@@H]8[C@H]([C@H]([C@@H]([C@H](O8)CO)O)O)O[C@H]9[C@@H]([C@H]([C@@H]([C@H](O9)CO)O[C@H]1[C@@H]([C@H]([C@H]([C@H](O1)CO)O)O[C@@]1(C[C@@H]([C@H]([C@@H](O1)[C@@H]([C@@H](CO)O)O)NC(=O)C)O)C(=O)O)O)O)NC(=O)C)O[C@H]1[C@@H]([C@H]([C@@H]([C@H](O1)CO)O)O)NC(=O)C)O[C@H]1[C@@H]([C@H]([C@@H]([C@H](O1)CO)O[C@H]1[C@@H]([C@H]([C@H]([C@H](O1)CO)O)O[C@@]1(C[C@@H]([C@H]([C@@H](O1)[C@@H]([C@@H](CO)O)O)NC(=O)C)O)C(=O)O)O)O)NC(=O)C)O)O)CO)CO)O)O The molecule is a branched amino oligosaccharide that is a pentadecasaccharide comprising a linear trisaccharide of beta-D-mannose and two N-acetyl-beta-D-glucosamine residues all linked in sequence (1->4), to the mannosyl residue of which are linked an N-acetyl-beta-D-glucosaminyl residue [via a (1->4) linkage], an N-acetyl-alpha-neuraminyl-(2->3)-beta-D-galactosyl-(1->4)-N-acetyl-beta-D-glucosaminyl-(1->2)-[N-acetyl-alpha-neuraminyl-(2->3)-beta-D-galactosyl-(1->4)-N-acetyl-beta-D-glucosaminyl-(1->6)]-alpha-D-mannosyl branched heptasaccharide unit [linked (1->6)], and an N-acetyl-alpha-neuraminyl-(2->3)-beta-D-galactosyl-(1->4)-N-acetyl-beta-D-glucosaminyl-(1->2)-alpha-D-mannosyl linear tetrasaccharide unit [linked (1->3)]. It is a glucosamine oligosaccharide and an amino oligosaccharide.